C(C1=CC=CC=C1)C1\C(\C2=CC(=CC=C2C1)OC)=C/OC (1E)-2-benzyl-6-methoxy-1-(methoxymethylene)-2,3-dihydro-1H-indene